1,2-di(thiophen-3-yl)ethane-1,2-dione S1C=C(C=C1)C(C(=O)C1=CSC=C1)=O